C1(CC1)COC1=C(C=C(C=C1)S(=O)(=O)CC)C1=CN(C(C2C1OCCN2)=O)C 8-[2-(cyclopropylmethoxy)-5-ethylsulfonylphenyl]-6-methyl-3,4,4a,8a-tetrahydro-2H-pyrido[4,3-b][1,4]oxazin-5-one